FC(CN1C(=NC=2C1=NC(=CC2)C=2C=CN1N=C(N=C(C12)NC)NC1CCC2(CCO2)CC1)C)F 5-(3-(2,2-Difluoroethyl)-2-methyl-3H-imidazo[4,5-b]pyridin-5-yl)-N4-methyl-N2-((4r,7r)-1-oxaspiro[3.5]nonan-7-yl)pyrrolo[2,1-f][1,2,4]triazine-2,4-diamine